ClC1=CC(=C(C=C1)C1(OC2=C(C=CC=C2C=C1)C1CCNCC1)[2H])F 4-(2-(4-Chloro-2-fluorophenyl)-2H-chromen-8-yl-2-d)piperidine